N(=[N+]=[N-])CCCOC1=C(C=C(C=C1C#N)C(C)(C)C1=CC=C(OCC2=NC(=NC=C2)NS(=O)(=O)C)C=C1)Cl N-(4-((4-(2-(4-(3-azidopropoxy)-3-chloro-5-cyanophenyl)propan-2-yl)phenoxy)methyl)pyrimidin-2-yl)methanesulfonamide